tris(4,7-diphenyl-1,10-phenanthroline) ruthenium(II) chloride [Ru](Cl)Cl.C1(=CC=CC=C1)C1=CC=NC2=C3N=CC=C(C3=CC=C12)C1=CC=CC=C1.C1(=CC=CC=C1)C1=CC=NC2=C3N=CC=C(C3=CC=C12)C1=CC=CC=C1.C1(=CC=CC=C1)C1=CC=NC2=C3N=CC=C(C3=CC=C12)C1=CC=CC=C1